7-{3-[(2-hydroxypropyl)carbamoyl]azetidin-1-yl}-5-methyl-4-oxo-1-(1,3-thiazol-2-yl)-1,4-dihydro-1,8-naphthyridine-3-carboxylic acid OC(CNC(=O)C1CN(C1)C1=CC(=C2C(C(=CN(C2=N1)C=1SC=CN1)C(=O)O)=O)C)C